N-[(6S)-2-[(3S,4R)-3-amino-4-(trifluoromethyl)pyrrolidin-1-yl]-5,6,7,8-tetrahydroquinolin-6-yl]-1-ethyl-1H-pyrrolo[2,3-b]pyridine-5-carboxamide N[C@@H]1CN(C[C@H]1C(F)(F)F)C1=NC=2CC[C@@H](CC2C=C1)NC(=O)C=1C=C2C(=NC1)N(C=C2)CC